2-methyl-beta-carotene CC1CCC(=C(/C=C/C(=C/C=C/C(=C/C=C/C=C(/C=C/C=C(/C=C/C2=C(CCCC2(C)C)C)\C)\C)/C)/C)C1(C)C)C